2-((4-(((S)-2-hydroxy-1-phenylethyl)amino)-5-(3-(quinuclidin-4-yl)-1,2,4-oxadiazol-5-yl)pyrimidin-2-yl)amino)-7-methyl-6,7-dihydro-5H-pyrrolo[3,4-b]pyridin-5-one OC[C@H](C1=CC=CC=C1)NC1=NC(=NC=C1C1=NC(=NO1)C12CCN(CC1)CC2)NC2=CC=C1C(=N2)C(NC1=O)C